(R)-2-(7-methoxy-4-((1-methylpiperidin-3-yl)amino)phthalazin-1-yl)-5-(trifluoromethyl)phenol COC1=CC=C2C(=NN=C(C2=C1)C1=C(C=C(C=C1)C(F)(F)F)O)N[C@H]1CN(CCC1)C